FC=1C=C(C=C(C1N[C@@H](CSC1=CC=C(C=C1)F)CCN1CC(C1)F)F)S(=O)(=O)NC(=O)[C@@]1(OCCCC1)C (R)-N-((3,5-DIFLUORO-4-(((R)-4-(3-FLUOROAZETIDIN-1-YL)-1-((4-FLUOROPHENYL)THIO)BUTAN-2-YL)AMINO)PHENYL)SULFONYL)-2-METHYLTETRAHYDRO-2H-PYRAN-2-CARBOXAMIDE